4-(difluoromethyl)-5-fluoro-1H-indole-2-carboxylic acid FC(C1=C2C=C(NC2=CC=C1F)C(=O)O)F